1-(2,3-dihydro-1H-cyclopenta[b]quinolin-9-yl)ethane-1,2-diamine C1CCC2=NC=3C=CC=CC3C(=C21)C(CN)N